1-Ethyl-3-methylimidazolium diethylphosphate C(C)OP(=O)(OCC)[O-].C(C)N1C=[N+](C=C1)C